COC=1C(=CC2=C(N3CC4=C(N(C2)C3)C=C(C(=C4)C4=CC=NC=C4)OC)C1)C1=CC=NC=C1 3,9-dimethoxy-2,8-di(pyridin-4-yl)-6H,12H-5,11-methanodibenzo[b,f][1,5]diazocine